N-[(6-Amino-2-pyridyl)sulfonyl]-6-(6-isopropoxy-3-pyridyl)-2-(2-methyl-4-phenylpyrrolidin-1-yl)pyridin-3-carboxamid NC1=CC=CC(=N1)S(=O)(=O)NC(=O)C=1C(=NC(=CC1)C=1C=NC(=CC1)OC(C)C)N1C(CC(C1)C1=CC=CC=C1)C